C[C@@H]1CN=C2N1C1=C(C=C(C=C1C(N2CC=2C=NN(C2)C)=O)S(=O)(=O)NC2(CC2)C)N2CCN(CC2)C (R)-1-methyl-4-((1-methyl-1H-pyrazol-4-yl)methyl)-N-(1-methylcyclopropyl)-9-(4-methylpiperazin-1-yl)-5-oxo-1,2,4,5-tetrahydroimidazo[1,2-a]quinazoline-7-sulfonamide